3-(N-(2-(azepan-1-yl)-5-(trifluoromethyl)phenyl)sulfamoyl)-4-isopropylbenzoic acid N1(CCCCCC1)C1=C(C=C(C=C1)C(F)(F)F)NS(=O)(=O)C=1C=C(C(=O)O)C=CC1C(C)C